COCCOCCO diethylenglycol monomethyl ether